(R)-2-(4-chlorophenylmethyl)-3-(4-chlorophenyl)-3-(3-hydroxy-3-methylbutoxy)-propanoic acid ClC1=CC=C(C=C1)C[C@@H](C(=O)O)C(OCCC(C)(C)O)C1=CC=C(C=C1)Cl